(4-(3-cyano-6-(1-methyl-1H-pyrazol-4-yl)pyrazolo[1,5-a]pyridin-4-yl)phenyl)-3-methylbut-2-enamide C(#N)C=1C=NN2C1C(=CC(=C2)C=2C=NN(C2)C)C2=CC=C(C=C2)C(C(=O)N)=C(C)C